3-(6-(((1S,3S)-3-((6-Cyclopropyl-1,2,4-triazin-3-yl)amino)cyclopentyl)amino)pyridin-3-yl)-5-(dimethylphosphoryl)-1-methyl-1,3-dihydro-2H-benzo[d]imidazol-2-one C1(CC1)C1=CN=C(N=N1)N[C@@H]1C[C@H](CC1)NC1=CC=C(C=N1)N1C(N(C2=C1C=C(C=C2)P(=O)(C)C)C)=O